(3S)-1-(4-{7-cyclopropyl-5-[(1R)-1-methyl-1,2,3,4-tetrahydroisoquinoline-2-carbonyl]Pyrazolo[1,5-a]Pyrimidine-2-yl}-3-fluorophenyl)pyrrolidine-3-carboxylic acid C1(CC1)C1=CC(=NC=2N1N=C(C2)C2=C(C=C(C=C2)N2C[C@H](CC2)C(=O)O)F)C(=O)N2[C@@H](C1=CC=CC=C1CC2)C